methyl (S)-3-(8-bromo-1-((2-morpholinoethyl)thio)-6-phenyl-4H-benzo[f][1,2,4]triazolo[4,3-a][1,4]diazepin-4-yl)propionate BrC=1C=CC2=C(C(=N[C@H](C=3N2C(=NN3)SCCN3CCOCC3)CCC(=O)OC)C3=CC=CC=C3)C1